CC1CC=C(CC1)C=NO [(4-methyl-cyclohex-1-en-1-yl)methylidene]hydroxylamine